C(C)(C)(C)OC(=O)N1N=CC(=C1)Br 4-bromo-1H-pyrazole-1-carboxylic acid tert-butyl ester